Cl.COC[C@H](C)N (2S)-1-methoxypropan-2-amine hydrochloride